CN(S(=O)(=O)C1=CC2=C(N=C(N=C2N[C@H](C)C2=CC(=CC(=C2)C(F)(F)F)[N+](=O)[O-])C)NC1=O)C (R)-N,N,2-trimethyl-4-(1-(3-nitro-5-(trifluoromethyl)phenyl)ethylamino)-7-oxo-7,8-dihydropyrido[2,3-d]pyrimidine-6-sulfonamide